N(=[N+]=[N-])[C@@H]1COC2=NC(=CC=C21)C(F)(F)F (S)-3-azido-6-(trifluoromethyl)-2,3-dihydrofuro[2,3-b]pyridin